4-cyano-4-[(phenylcarbonylthio)thio]pentanoic acid C(#N)C(CCC(=O)O)(C)SSC(=O)C1=CC=CC=C1